C(N)(=O)C=1C=C(C=C(C1)F)C=1C=C2C(=C(C=NC2=CC1)C1=CC(=CC(=C1)C)F)O[C@@H]1C[C@H](CC1)NC(OC(C)(C)C)=O tert-butyl ((1S,3S)-3-((6-(3-carbamoyl-5-fluorophenyl)-3-(3-fluoro-5-methylphenyl)quinolin-4-yl)oxy)cyclopentyl)carbamate